ClC=1C=CC2=C(N(C3=C(CC2)C=CC=C3)C(CCNC/C=C/C(=O)OCC)=O)C1 ethyl (E)-4-{[3-(3-chloro-10,11-dihydro-5H-dibenzo[b,f]azepin-5-yl)3-oxo-propyl]amino}but-2-enoate